ClC1=NC=C2N(C(N(C2=N1)C1(CCCCC1)C#N)=O)C (2-chloro-7-methyl-8-oxo-7,8-dihydro-9H-purin-9-yl)cyclohexane-1-carbonitrile